L-glutamine-15N2 benzyl-N-(2-{[(benzyloxy)carbonyl](methyl)amino}ethyl)-N-[(2R)-1-[(tert-butyldiphenylsilyl)oxy]-3-(3,6-dichloro-5-methylpyridazin-4-yl)propan-2-yl]carbamate C(C1=CC=CC=C1)C([C@H](CO[Si](C1=CC=CC=C1)(C1=CC=CC=C1)C(C)(C)C)N(C(O)=O)CCN(C)C(=O)OCC1=CC=CC=C1)C1=C(N=NC(=C1C)Cl)Cl.[15NH2][C@@H](CCC([15NH2])=O)C(=O)O